Cl.[C@H]12CNC[C@@H]2C1C1=NOC(=N1)CN1N=CC2=C(C1=O)C=CC=N2 6-((3-((1R,5S,6r)-3-azabicyclo[3.1.0]hexan-6-yl)-1,2,4-oxadiazol-5-yl)methyl)pyrido[2,3-d]pyridazin-5(6H)-one hydrochloride